CN1CCC(CC1)C=1C=CC(=NC1)C1=NC(=NC=C1)N (5-(1-methyl-piperidine-4-yl)pyridine-2-yl)pyrimidine-2-amine